ClC1=C(C(=C(C#N)C(=C1)C1OCCCC1)C1=CC=NN1C)F 4-chloro-3-fluoro-2-(1-methyl-1H-pyrazol-5-yl)-6-(tetrahydro-2H-pyran-2-yl)benzonitrile